bis(fluoro-sulfonamide) lithium [Li].FS(=O)(=O)N.FS(=O)(=O)N